C(CCC)C1=NC(=C(C(N1C1=C(C=CC=C1OC)OC)=O)CC1=CC=C(C=C1)S(=O)(=O)C)O 2-butyl-3-(2,6-dimethoxyphenyl)-6-hydroxy-5-[(4-methanesulfonyl-phenyl)methyl]-3,4-dihydropyrimidin-4-one